(p-tert-butylphenyl)diphenyl-phosphine phosphate P(=O)(O)(O)O.C(C)(C)(C)C1=CC=C(C=C1)P(C1=CC=CC=C1)C1=CC=CC=C1